C1N(CCC2=CC=CC=C12)C[C@H](CN1C(C2=CC=C(C=C2CC1)OC1CCOCC1)=O)O 2-[(2R)-3-(3,4-Dihydro-1H-isochinolin-2-yl)-2-hydroxy-propyl]-6-tetrahydropyran-4-yloxy-3,4-dihydroisochinolin-1-on